CC(CCCCCCCCCCCC)CCCC(CCCCCCCCCCCCC)C 13,17-Dimethyltriacontane